CC1(OC[C@@H](N1C(=O)OC(C)(C)C)[C@@H](CCOS(=O)(=O)C)C=CC)C (S)-tert-butyl 2,2-dimethyl-4-((S)-1-(methylsulfonyloxy)hex-4-en-3-yl)oxazolidine-3-carboxylate